NC1=NC=CC(=C1[N+](=O)[O-])C=1C=NN(C1)C(=O)NCC(F)(F)F 4-(2-amino-3-nitropyridin-4-yl)-N-(2,2,2-trifluoroethyl)-1H-pyrazole-1-carboxamide